(2s,4s)-4-(methylsulfonylamino)pyrrolidine-1,2-dicarboxylic acid 1-tert-butyl 2-methyl ester COC(=O)[C@H]1N(C[C@H](C1)NS(=O)(=O)C)C(=O)OC(C)(C)C